methoxypicolinic acid COC=1C(=NC=CC1)C(=O)O